C(C1=CC=CC=C1)N(C1=CC=C(C=C1)N)CC1=CC=CC=C1 N',N'-dibenzylbenzene-1,4-diamine